(E)-4-Azidobut-2-en-1-yl-2-(4-bromophenyl)-2-diazoacetate N(=[N+]=[N-])C/C=C/COC(C(=[N+]=[N-])C1=CC=C(C=C1)Br)=O